(R)-N-(1-(3-(difluoromethyl)-2-fluorophenyl)ethyl)-6-methoxy-2-methyl-7-phenoxyquinazolin-4-amine FC(C=1C(=C(C=CC1)[C@@H](C)NC1=NC(=NC2=CC(=C(C=C12)OC)OC1=CC=CC=C1)C)F)F